2-(2-(4-(3-(5-cyano-1H-indol-3-yl)propyl)piperazin-1-yl)pyrimidin-5-yl)-4-methyloxazole-5-carboxamide C(#N)C=1C=C2C(=CNC2=CC1)CCCN1CCN(CC1)C1=NC=C(C=N1)C=1OC(=C(N1)C)C(=O)N